CN(C(CCC(C(C)C)N1CC2(C1)CN(CC2)C=2N=CN=NC2OC2=C(C(=O)N(C(C)C)CC)C=C(C=C2)F)(C)C)C (-)-2-((5-(2-(6-(Dimethylamino)-2,6-dimethylhept-3-yl)-2,6-diazaspiro[3.4]oct-6-yl)-1,2,4-triazin-6-yl)oxy)-N-ethyl-5-fluoro-N-isopropylbenzamide